4-[[2-(4-Bromo-2-fluoro-5-methoxy-phenyl)acetyl]amino]-N-tert-butyl-pyridine-2-carboxamide BrC1=CC(=C(C=C1OC)CC(=O)NC1=CC(=NC=C1)C(=O)NC(C)(C)C)F